N-(((1r,4R)-4-(methylsulfonyl)cyclohexyl)methyl)-1H-imidazole-4-carboxamide CS(=O)(=O)C1CCC(CC1)CNC(=O)C=1N=CNC1